5',6'-bis(dibenzo[b,d]thiophen-1-yl)-3'-(2,6-diphenylpyridin-4-yl)-4,4''-bis(3-phenyl-9H-carbazol-9-yl)-[1,1':4',1''-terphenyl]-2'-carbonitrile C1(=CC=CC=2SC3=C(C21)C=CC=C3)C3=C(C(=C(C(=C3C3=CC=CC=2SC1=C(C23)C=CC=C1)C1=CC=C(C=C1)N1C2=CC=CC=C2C=2C=C(C=CC12)C1=CC=CC=C1)C#N)C1=CC(=NC(=C1)C1=CC=CC=C1)C1=CC=CC=C1)C1=CC=C(C=C1)N1C2=CC=CC=C2C=2C=C(C=CC12)C1=CC=CC=C1